CC1=C(C(=O)P(C2=CC=CC=C2)(C(C2=C(C=C(C=C2C)C)C)=O)=O)C(=CC(=C1)C)C (e)-bis(2,4,6-trimethylbenzoyl)-phenylphosphine oxide